NC1=NC(=CC(=N1)C=1C=C(C#N)C=CC1)C=1N=NN(C1)CC1=NC(=CC=C1)C m-(2-amino-6-{1-[(6-methyl-2-pyridinyl)methyl]-1H-1,2,3-triazol-4-yl}-4-pyrimidinyl)benzonitrile